5-ethynyl-15-methoxy-9-(methoxymethyl)-2,4,8,10,11-pentaazatetracyclo[11.4.0.02,6.08,12]heptadeca-1(17),3,5,9,11,13,15-heptaene C(#C)C=1N=CN2C3=CC=C(C=C3C3=NN=C(N3CC12)COC)OC